2-[7-[(3R)-1-(cyclopropylmethyl)-3-piperidyl]-5,6-dihydropyrrolo[2,3-c]pyridazin-3-yl]-3-methyl-5-(trifluoromethyl)phenol C1(CC1)CN1C[C@@H](CCC1)N1CCC2=C1N=NC(=C2)C2=C(C=C(C=C2C)C(F)(F)F)O